1-[(2,2-dimethyl-1,3-dioxolan-4-yl)methyl]-2-(ethoxymethyl)-7-(pyridin-3-yl)-1H-imidazo[4,5-c]quinolin-4-amine CC1(OCC(O1)CN1C(=NC=2C(=NC=3C=C(C=CC3C21)C=2C=NC=CC2)N)COCC)C